2-{[(3R,6R)-1-{[4-methoxy-2-(2H-1,2,3-triazol-2-yl)phenyl]carbonyl}-6-methylpiperidin-3-yl]oxy}-4-methylpyridine-3-carbonitrile COC1=CC(=C(C=C1)C(=O)N1C[C@@H](CC[C@H]1C)OC1=NC=CC(=C1C#N)C)N1N=CC=N1